N-(m-toluoyl)glycine C1(=CC(=CC=C1)C(=O)NCC(=O)O)C